FC=1C=C(C(=O)O)C=CC1\C=C\C(\C1=CC=2C(CCC(C2C=C1)(C)C)(C)C)=N\O 3-fluoro-4-((1E,3Z)-3-(hydroxyimino)-3-(5,5,8,8-tetramethyl-5,6,7,8-tetrahydronaphthalen-2-yl)prop-1-en-1-yl)benzoic acid